alpha-cyanonaphthalene C(#N)C1=CC=CC2=CC=CC=C12